N-(2-FLUOROPHENYL)-6-(2,2,2-TRIFLUOROETHOXY)-[1,2,5]OXADIAZOLO[3,4-B]PYRAZIN-5-AMINE FC1=C(C=CC=C1)NC1=NC=2C(N=C1OCC(F)(F)F)=NON2